[m-(cyclopropylthio)phenyl]hydrazine C1(CC1)SC=1C=C(C=CC1)NN